tert-butyl (3-(((cis-3-((tert-butyldiphenylsilyl)oxy)cyclobutyl)(hydroxyimino)methyl)carbamoyl)bicyclo[1.1.1]pentan-1-yl)carbamate [Si](C1=CC=CC=C1)(C1=CC=CC=C1)(C(C)(C)C)O[C@H]1C[C@H](C1)C(=NO)NC(=O)C12CC(C1)(C2)NC(OC(C)(C)C)=O